(S)-2-(5-fluoro-6-(3-fluoropyrrolidin-1-yl)pyridin-3-yl)-5-(pyridin-3-yl)-4,5-dihydro-6H-imidazo[1,5-b]pyrazol-6-one hydrogen chloride salt Cl.FC=1C=C(C=NC1N1C[C@H](CC1)F)C=1C=C2N(N1)C(N(C2)C=2C=NC=CC2)=O